C(C1=CC=CC=C1)C1=C(C(=NN(C1=O)C1=CC=C(C=C1)OC1=CC=NC2=CC(=C(C=C12)OC)OC)C(=O)N)C benzyl-1-[4-(6,7-dimethoxyquinolin-4-yloxy)phenyl]-4-methyl-6-oxo-1,6-dihydropyridazine-3-carboxamide